1-(Fluoro)-4-methoxybenzene FC1=CC=C(C=C1)OC